1,2-dimethyl-7-(1-methyl-1H-pyrazol-4-yl)-1,2,3,4-tetrahydropyrido[3,4-b]pyrazine CN1C2=C(NCC1C)C=NC(=C2)C=2C=NN(C2)C